CS(=O)(=O)C1=CC=C(CNC(=O)C23CC4(CC(CC(C2)C4)C3)C3=CC=C(C=C3)Cl)C=C1 3-(4-Chloro-phenyl)-adamantane-1-carboxylic acid 4-methanesulfonyl-benzylamide